O=C1NC(CCC1N1C(C2=CC=C(C=C2C1=O)NCC12CC(C1)(C2)C(=O)N2CCC(CC2)N2N=CC(=C2)C2=NC1=CC=CC=C1N=C2)=O)=O 2-(2,6-dioxopiperidin-3-yl)-5-(((3-(4-(4-(quinoxalin-2-yl)-1H-pyrazol-1-yl)piperidine-1-carbonyl)bicyclo[1.1.1]pentan-1-yl)methyl)amino)isoindoline-1,3-dione